C1(=CC=CC2=CC=CC=C12)C=1C=C(C=CC1)C1=C2C=CC=CC2=C(C2=CC=CC=C12)B(O)O 10-{3-(naphthalen-1-yl)phenyl}anthracen-9-ylboronic acid